3-(4-bromo-1-oxo-isoindolin-2-yl)bicyclo[3.1.0]hexane-6-carboxylic acid BrC1=C2CN(C(C2=CC=C1)=O)C1CC2C(C2C1)C(=O)O